C1(CCCC1)O[C@@H](CC=1SC=2C(N1)=C(C=C(C2)NC)C(=O)O)[C@H](O)C2=CC(=C(C(=C2)OC)C)OC 2-[(2S,3R)-2-(cyclopentyloxy)-3-(3,5-dimethoxy-4-methyl-phenyl)-3-hydroxy-propyl]-6-(methylamino)-1,3-benzothiazole-4-carboxylic acid